IC1=C(C(=NC=C1)OC1CCN(CC1)C(=O)OC(C)(C)C)C tert-butyl 4-[(4-iodo-3-methylpyridin-2-yl)oxy]piperidine-1-carboxylate